N1N=CN=C1[C@@H]1CN(CC1)C(=O)N1CC(C1)C=1C=NC(=CC1)N1C[C@H](CC1)C(F)(F)F [(3S)-3-(1H-1,2,4-Triazol-5-yl)pyrrolidin-1-yl]-[3-[6-[(3S)-3-(trifluoromethyl)pyrrolidin-1-yl]-3-pyridyl]azetidin-1-yl]methanone